4-[1-[2-[3-difluoromethyl-5-methyl-pyrazol-1-yl]acetyl]-4-piperidinyl]-N-tetrahydronaphthalen-1-yl-tetrahydrobenzoxazepine-2-Carboxamide FC(C1=NN(C(=C1)C)CC(=O)N1CCC(CC1)C1CN(OC=2C(C1)CC=CC2)C(=O)NC2CCCC1=CC=CC=C21)F